C(CCCCCCC\C=C/CCCCCCCC)(=O)OCC(OC(CCCCCCC\C=C/CCCCCCCC)=O)CO Glycerol Dioleate